C(C)O[Si](CCCC(CC1=NNC(=N1)CC)C1=NNC(=N1)CC)(OCC)OCC 1-[3-(Triethoxysilyl)propyl]-3,3'-ethylenebis(5-ethyl-1,2,4-triazole)